N(=[N+]=[N-])CCNC(=O)[C@@H]1NCCOC1 (R)-N-(2-azidoethyl)morpholine-3-carboxamide